benzyl (2R)-2-[[[(2R,4S,5S)-5-(6-aminopurin-9-yl)-4-hydroxyoxolan-2-yl]methoxy-phenoxyphosphoryl]amino]propanoate NC1=C2N=CN(C2=NC=N1)[C@@H]1[C@H](C[C@@H](O1)COP(=O)(OC1=CC=CC=C1)N[C@@H](C(=O)OCC1=CC=CC=C1)C)O